CC1(OB(OC1(C)C)C=1C=CC2=C(N=C(S2)C2C[C@H](N([C@H](C2)C)C)C)C1)C 5-(4,4,5,5-tetramethyl-1,3,2-dioxaborolan-2-yl)-2-[(2R,6S)-1,2,6-trimethyl-4-piperidyl]-1,3-benzothiazole